2-(3-acrylamidophenyl)-N-(3,3-dimethylbut-2-yl)-6-(5-methyl-1H-pyrazol-3-ylamino)isonicotinamide C(C=C)(=O)NC=1C=C(C=CC1)C=1C=C(C(=O)NC(C)C(C)(C)C)C=C(N1)NC1=NNC(=C1)C